N-[4-(4,4-difluorocyclohexyl)-2-(3,3-difluoro-pyrrolidin-1-yl)-3-pyridyl]-2-isopropyl-pyrimidine-5-carboxamide FC1(CCC(CC1)C1=C(C(=NC=C1)N1CC(CC1)(F)F)NC(=O)C=1C=NC(=NC1)C(C)C)F